1-(2-cyano-[1,1'-bi(cyclopropane)]-2-yl)-5-((S)-2,2-dimethyltetrahydro-2H-pyran-4-yl)-N-methyl-N-phenyl-1H-indole-2-carboxamide C(#N)C1(C(C1)C1CC1)N1C(=CC2=CC(=CC=C12)[C@@H]1CC(OCC1)(C)C)C(=O)N(C1=CC=CC=C1)C